OC1=C(C(=CC=C1)OC[C@@H]1CNCCC1)C1=CC(=NN1)NC=1N=CC(=NC1)C#N (S)-5-((5-(2-hydroxy-6-(piperidin-3-ylmethoxy)phenyl)-1H-pyrazol-3-yl)amino)pyrazine-2-carbonitrile